[C@@H]1([C@H](O)[C@@H](O)[C@H](O)[C@H](O1)CO)OC1=NN(C(=C1CC1=CC=C(C=C1)OC(C)C)C)CCC 3-(β-D-glucopyranosyloxy)-4-[(4-isopropoxyphenyl)methyl]-5-methyl-1-propylpyrazole